OC[C@@H]1N(C[C@@H](C1)OC)C(=O)OC(C)(C)C tert-butyl (2R,4R)-2-(hydroxymethyl)-4-methoxypyrrolidine-1-carboxylate